7-Ethyl-4-(4-fluoro-3-(6-methoxy-1-methyl-1H-benzo[d]imidazol-5-yl)phenyl)-7H-imidazo[4,5-c]pyridazine C(C)N1C=NC2=C1N=NC=C2C2=CC(=C(C=C2)F)C2=CC1=C(N(C=N1)C)C=C2OC